(1S,2S)-2-fluoro-N-(5-(4-methylpyridin-3-yl)benzo[d]thiazol-2-yl)cyclopropane-1-carboxamide F[C@@H]1[C@@H](C1)C(=O)NC=1SC2=C(N1)C=C(C=C2)C=2C=NC=CC2C